C[C@H]1CN([C@@H]2[C@H](O1)CC=1C=C(C=CC12)B1OC(C(O1)(C)C)(C)C)C(=O)OC(C)(C)C tert-butyl (2S,4aS,9aR)-2-methyl-7-(4,4,5,5-tetramethyl-1,3,2-dioxaborolan-2-yl)-2,3,9,9a-tetrahydroindeno[2,1-b][1,4]oxazine-4(4aH)-carboxylate